C(CCCCCCCCCCCC(=O)O)C(=O)O 1,12-dodecanedicarboxylic acid